ClC1=C(C(=C(C=C1OC)OC)Cl)C1=CC2=C(N=C(N=C2)N[C@@H]2COCC[C@@H]2NC(C=C)=O)C(=N1)N1CC2(COC2)C1 N-((3S,4S)-3-((6-(2,6-dichloro-3,5-dimethoxyphenyl)-8-(2-oxa-6-aza-spiro[3.3]heptan-6-yl)pyrido[3,4-d]pyrimidin-2-yl)amino)tetrahydro-2H-pyran-4-yl)acrylamide